1-hydroxypropan-2-yl hydrogen ((S)-3-hydroxy-2-(5-(4-methoxy-3-propoxyphenyl) pyridin-3-yl)propyl)boronate OC[C@@H](CB(OC(CO)C)O)C=1C=NC=C(C1)C1=CC(=C(C=C1)OC)OCCC